4-chloro-6-methyl-1H-imidazo[4,5-c]pyridine ClC1=NC(=CC2=C1N=CN2)C